1-(2-methoxy-4-morpholinophenyl)-3-(3-(1-((4-methyl-4H-1,2,4-triazol-3-yl)thio)ethyl)phenyl)urea COC1=C(C=CC(=C1)N1CCOCC1)NC(=O)NC1=CC(=CC=C1)C(C)SC1=NN=CN1C